Cl.NC1=CC(=NC(=C1)NC1=CC(=CC(=C1)F)F)C(=O)NC1CC2=CC=C(C=C2C1)F 4-Amino-6-((3,5-difluorophenyl)amino)-N-(5-fluoro-2,3-dihydro-1H-inden-2-yl)picolinamide hydrochloride